OCC(C)NC(C1=CN=CC=C1N1C2=C(OCC1)C=NC(=N2)C2=NC(=CC=C2)C)=O N-(1-hydroxypropan-2-yl)-4-(2-(6-methylpyridin-2-yl)-6,7-dihydro-8H-pyrimido[5,4-b][1,4]oxazin-8-yl)nicotinamide